2,3-dimethyl-9,10-di(n-hexyloxy)anthracene CC1=CC2=C(C3=CC=CC=C3C(=C2C=C1C)OCCCCCC)OCCCCCC